2-((1-acetylpiperidin-4-yl)amino)-6-(cyclopentyloxy)isonicotinic acid C(C)(=O)N1CCC(CC1)NC=1C=C(C(=O)O)C=C(N1)OC1CCCC1